C(C)(C)(C)N(C(O)=O)[C@H]1C[C@H](CCC1)NC1=CC(=NC2=CC=C(C=C12)C)C(F)(F)F.ClC=1C=C(C=CC1)C1=NN=C(O1)NC(C1=CC(=C(C=C1)F)C(F)(F)F)=O N-(5-(3-chlorophenyl)-1,3,4-oxadiazol-2-yl)-4-fluoro-3-(trifluoromethyl)benzamide tert-butyl-((1R,3S)-3-((6-methyl-2-(trifluoromethyl)quinolin-4-yl)amino)cyclohexyl)carbamate